N-{[3-(2-{5-[(1R,4R,7R)-7-amino-2-azabicyclo[2.2.1]heptane-2-carbonyl]-7-methoxy-1-methyl-1H-1,3-benzodiazol-2-yl}-1-(cyclopropylmethyl)-1H-indol-6-yl)phenyl]methyl}acetamide N[C@H]1[C@@H]2N(C[C@H]1CC2)C(=O)C2=CC1=C(N(C(=N1)C=1N(C3=CC(=CC=C3C1)C=1C=C(C=CC1)CNC(C)=O)CC1CC1)C)C(=C2)OC